4-(benzofuran-7-yl)-6-(6-(trifluoromethyl)pyridin-2-yl)-N-(2-(trifluoromethyl)pyridin-4-yl)-1,3,5-triazin-2-amine O1C=CC2=C1C(=CC=C2)C2=NC(=NC(=N2)C2=NC(=CC=C2)C(F)(F)F)NC2=CC(=NC=C2)C(F)(F)F